Ethyl (E)-3-(4-fluorophenyl)-3-((3-oxo-2-azabicyclo[2.2.1]heptan-2-yl)imino)propanoate FC1=CC=C(C=C1)/C(/CC(=O)OCC)=N/N1C2CCC(C1=O)C2